4-methyl-3-oxo-1,4-benzoxazine-6-carbaldehyde CN1C(COC2=C1C=C(C=C2)C=O)=O